(2-amino-6-chloro-phenyl)-(2-fluorophenyl)methanone NC1=C(C(=CC=C1)Cl)C(=O)C1=C(C=CC=C1)F